2-mercapto-4,6-dimethyl-nicotinic acid SC1=C(C(=O)O)C(=CC(=N1)C)C